NCCCCC(C(C)C)N1CC2(C1)CN(CC2)C=2N=CN=NC2OC2=C(C(=O)N(C(C)C)CC)C=C(C=C2)F 2-((5-(2-(7-amino-2-methylheptan-3-yl)-2,6-diazaspiro[3.4]octan-6-yl)-1,2,4-triazin-6-yl)oxy)-N-ethyl-5-fluoro-N-isopropylbenzamide